COC(C1=NC(=C(C=C1)[N+](=O)[O-])NC[C@H]1OCC1)=O (S)-5-nitro-6-((oxetan-2-ylmethyl)amino)2-picolinic acid methyl ester